B(O)(O)O.C(CC)[Li] n-propyl-lithium borate